C(C)(C)C1=C(C(=CC=C1)C(C)C)CC(=O)NS(=O)(=O)C1=CC2=C(O1)C1CCC(C2=O)C1 2-(2,6-diisopropylphenyl)-N-((4-oxo-5,6,7,8-tetrahydro-4H-5,8-methanocyclohepta[b]furan-2-yl)sulfonyl)acetamide